CNC(=O)N1CC2=C(CC1)NN=C2 N-methyl-1,4,6,7-tetrahydro-5H-pyrazolo[4,3-c]pyridine-5-carboxamide